S(=O)(=O)([O-])[O-].[NH4+].C(=CC)C1=C(C=CC=C1)OCCCCCCCCC.[NH4+] nonyl propenyl-phenyl ether ammonium sulfate